tert-butyl ((1-(8-((2,3-dichlorophenyl)thio)imidazo[1,2-c]pyrimidin-5-yl)pyrrolidine-3-yl)methyl)carbamate ClC1=C(C=CC=C1Cl)SC=1C=2N(C(=NC1)N1CC(CC1)CNC(OC(C)(C)C)=O)C=CN2